FC=1C=C(C=CC1F)NCCCN(C)C N1-(3,4-difluorophenyl)-N3,N3-dimethylpropane-1,3-diamine